2-[(2S)-4-benzyl-1-(cyclopropylmethyl)piperazin-2-yl]ethanamine C(C1=CC=CC=C1)N1C[C@@H](N(CC1)CC1CC1)CCN